2,4,5-trifluoro-phenylmethyl chloride FC1=C(C=C(C(=C1)F)F)CCl